Bis(8-oxo-8-(pentadecan-7-yloxy)octyl) 2-(((2-(dimethylamino)ethoxy)carbonyl)oxy)pentanedioate CN(CCOC(=O)OC(C(=O)OCCCCCCCC(OC(CCCCCC)CCCCCCCC)=O)CCC(=O)OCCCCCCCC(OC(CCCCCC)CCCCCCCC)=O)C